thiochromanic acid S1C(CCC2=CC=CC=C12)C(=O)O